3H-pyrimidine-4-one N1=CNC(C=C1)=O